tri-hydroxytrimethyl-glutaryl-coenzyme A disodium salt [Na+].[Na+].OC(C(C(C(=O)SCCNC(CCNC([C@@H](C(COP(OP(OC[C@@H]1[C@H]([C@H]([C@@H](O1)N1C=NC=2C(N)=NC=NC12)O)OP(=O)(O)O)(=O)O)(=O)O)(C)C)O)=O)=O)(C)C)(C)O)(C(=O)[O-])O.OC(C(C(C(=O)SCCNC(CCNC([C@@H](C(COP(OP(OC[C@@H]1[C@H]([C@H]([C@@H](O1)N1C=NC=2C(N)=NC=NC12)O)OP(=O)(O)O)(=O)O)(=O)O)(C)C)O)=O)=O)(C)C)(O)C)(C(=O)[O-])O